CC1=C(C=C(C=C1)C(NC=1C=NC=C(C1)C(F)(F)F)=O)[C@H]1CN(CC1)C=1C=NC=C(C(=O)NCCN2CCN(CC2)C)C1 (S)-5-(3-(2-methyl-5-((5-(trifluoromethyl)pyridin-3-yl)carbamoyl)phenyl)pyrrolidin-1-yl)-N-(2-(4-methylpiperazin-1-yl)ethyl)nicotinamide